N[C@H]1C2N(CC1CC2)C(=O)C2=CC1=C(N(C(=N1)C1=CC=3C(=NC(=CC3)C=3C(=C(C=CC3)O)Cl)N1CC1CC1)C)C(=C2)OC 3-(2-{5-[(7R)-7-amino-2-azabicyclo[2.2.1]heptane-2-carbonyl]-7-methoxy-1-methyl-1H-1,3-benzodiazol-2-yl}-1-(cyclopropylmethyl)-1H-pyrrolo[2,3-b]pyridin-6-yl)-2-chlorophenol